C(C1=CC=CC=C1)OCC=1C=CC(N(C1Cl)C=1C=NC=CC1)=O 5-benzyloxymethyl-6-chloro-2H-[1,3'-bipyridyl]-2-one